2-cyano-3-(8-hydroxy-quinolin-5-yl)acrylic acid C(#N)C(C(=O)O)=CC1=C2C=CC=NC2=C(C=C1)O